COC1=CC=C(C=N1)C1=CC=C2C(=N1)NC(=C2)C2=CC=C(C=C2)O 4-(6-(6-methoxypyridin-3-yl)-1H-pyrrolo[2,3-b]pyridin-2-yl)phenol